N-(6-(6-Fluoropyridin-3-Yl)-1-(1-trimethylacetylpiperidin-4-Yl)-1H-pyrazolo[3,4-d]pyrimidin-4-Yl)-5-Nitrothien-2-carboxamide FC1=CC=C(C=N1)C1=NC(=C2C(=N1)N(N=C2)C2CCN(CC2)C(C(C)(C)C)=O)NC(=O)C=2SC(=CC2)[N+](=O)[O-]